CC1=C(OC=2CCC3=CN(N=C3C21)CC2=NC=CC=C2)C(=O)NCCN2CCN(CC2)C2=NC=C(C=C2)C(F)(F)F 8-methyl-2-(pyridin-2-ylmethyl)-N-(2-{4-[5-(trifluoromethyl)pyridin-2-yl]piperazin-1-yl}ethyl)-4,5-dihydro-2H-furo[2,3-g]indazole-7-carboxamide